C(#N)C=1C=C(C(=NC1)OC)S(=O)(=O)NC1=C(C(=C(C=C1)F)COC=1C=C2C(=NC1)N(N=C2)COCC[Si](C)(C)C)F 5-cyano-N-(2,4-difluoro-3-[[(1-[[2-(trimethylsilyl)ethoxy]methyl]pyrazolo[3,4-b]pyridin-5-yl)oxy]methyl]phenyl)-2-methoxypyridine-3-sulfonamide